ClC1=NC=C(C(=C1)C1=C(C=NC(=C1)C)C(=O)NC=1SC2=C(N1)C=C(C=C2)OCC(N(C)C)=O)OC 2'-chloro-N-{5-[(dimethylcarbamoyl)methoxy]-1,3-benzothiazol-2-yl}-5'-methoxy-6-methyl-[4,4'-bipyridine]-3-carboxamide